6-(5-chloro-2-methyl-1H-benzoimidazol-6-yl)-N-(4-(4-ethylpiperazin-1-yl)phenyl)-[1,2,4]triazolo[4',3':1,6]pyrido[2,3-d]pyrimidin-2-amine ClC1=CC2=C(NC(=N2)C)C=C1C1=CC2=C(N=C(N=C2)NC2=CC=C(C=C2)N2CCN(CC2)CC)N2C1=NN=C2